ClC=1C(=NC=CC1)N1C(O[C@]2(C1)C[C@@](CCC2)(C)CN2C=NC1=C2C=C(C=C1)C#N)=O 1-{[(5s,7s)-3-(3-chloro-2-pyridinyl)-7-methyl-2-oxo-1-oxa-3-azaspiro[4.5]decan-7-yl]methyl}-1H-benzimidazole-6-carbonitrile